monobutyltin tris(2-ethylhexanoate) C(C)C(C(=O)[O-])CCCC.C(C)C(C(=O)[O-])CCCC.C(C)C(C(=O)[O-])CCCC.C(CCC)[Sn+3]